5-(2-azaspiro[3.3]heptan-6-ylmethyl)-3-[1-(trifluoromethyl)cyclopropyl]-1,2,4-oxadiazole C1NCC12CC(C2)CC2=NC(=NO2)C2(CC2)C(F)(F)F